(3,4-epoxycyclohexyl)ethyl-benzenediol C1(CC2C(CC1)O2)CCC2=C(C(=CC=C2)O)O